sodium (S)-3-(5-fluoro-3'-methoxybiphenyl-3-yl)-3-(3-(4-hydroxy-1,6-dimethyl-2-oxo-1,2-dihydropyridin-3-yl)ureido)propanoate FC=1C=C(C=C(C1)C1=CC(=CC=C1)OC)[C@H](CC(=O)[O-])NC(=O)NC=1C(N(C(=CC1O)C)C)=O.[Na+]